C1(=C(C=CC=C1)N1NN=NC=C1)C p-tolyltetrazine